4,4'-(4-(tert-butoxy)quinazoline-2,6-diyl)bis(3,5-dimethylisoxazole) C(C)(C)(C)OC1=NC(=NC2=CC=C(C=C12)C=1C(=NOC1C)C)C=1C(=NOC1C)C